CS(=O)(=O)OC[C@@H](C1=CC=CC=C1)NC(=O)OC(C)(C)C [(2R)-2-(tert-butoxycarbonylamino)-2-phenyl-ethyl] methanesulfonate